C(C)OC(=O)C1=C(C(=C2N1C=C(C1=CC=CC=C21)C)C2=CC=C(C=C2)C(=O)OC)F 2-fluoro-1-(4-(methoxycarbonyl)phenyl)-6-methyl-pyrrolo[2,1-a]Isoquinoline-3-carboxylic acid ethyl ester